ON=C(N)C1=CC=C(CP(OCC)(=O)C)C=C1 ethyl (4-(N'-hydroxycarbamimidoyl)benzyl)(methyl)phosphinate